ClC1=CC(=CC=C1)OC 4-chloro-2-methoxybenzene